methyl N-(3-((tert-butoxycarbonyl) amino) propanoyl)-N-methyl-L-valinate C(C)(C)(C)OC(=O)NCCC(=O)N([C@@H](C(C)C)C(=O)OC)C